[2-(aminomethyl)-3,3-difluoro-allyl]-4-[3-(1,3-benzodioxol-5-yl)-2-methyl-phenyl]-1,2,4-triazol-3-one trifluoroacetate salt FC(C(=O)O)(F)F.NCC(CC=1N(C(NN1)=O)C1=C(C(=CC=C1)C1=CC2=C(OCO2)C=C1)C)=C(F)F